1-acetyl-6-amino-2-methylindolin-3-one C(C)(=O)N1C(C(C2=CC=C(C=C12)N)=O)C